C(C)(C)(C)N(C(=O)OC1(CN(C1)C(=O)C1=C(C(=C(C=C1)F)F)NC1=C(C=C(C=C1)I)F)CN\C(=C\[N+](=O)[O-])\N)C1=C(C(=CC(=C1)C)Br)C 3-({[(E)-1-amino-2-nitroethenyl]amino}methyl)-1-({3,4-difluoro-2-[(2-fluoro-4-iodophenyl)amino]phenyl}carbonyl)azetidin-3-ol t-butyl-(3-bromo-2,5-dimethylphenyl)carbamate